C(CCCCC(=O)[O-])(=O)[O-] adipic acid anion